1-(3-ethylsulfonylpropyl)-4-methylpiperazine C(C)S(=O)(=O)CCCN1CCN(CC1)C